CS(=O)(=O)N1C=C(C=C1)C(=O)N1[C@@H](CC1)C(=O)NC=1SC=C(N1)C1=CC(=CC=C1)B1OC(C(O1)(C)C)(C)C (S)-1-(1-(methylsulfonyl)-1H-pyrrole-3-carbonyl)-N-(4-(3-(4,4,5,5-tetramethyl-1,3,2-dioxaborolan-2-yl)phenyl)thiazol-2-yl)azetidine-2-carboxamide